CC1=C(C(=O)O)C=CC(=C1)C(=O)Cl methyl-4-(chloroformyl)benzoic acid